N1=C(C=CC(=C1)C#N)C=1C=NC=CC1 [2,3'-bipyridine]-5-carbonitrile